COC1=CC=C(C=C1)C1=C(C(N2C(C=CC=C12)=O)=O)C1=NC=CC=C1 1-(4-methoxyphenyl)-2-(2-pyridyl)indolizine-3,5-dione